8-Bromo-2-methyl-3-(3-(1,2,3,4-tetrahydroisoquinoline-2-carbonyl)phenyl)-5,6-dihydro-2H-2,6-methanobenzo[g][1,3,5]oxadiazocin-4(3H)-one BrC=1C=CC2=C(C3NC(N(C(O2)(C3)C)C3=CC(=CC=C3)C(=O)N3CC2=CC=CC=C2CC3)=O)C1